ClC1=CC=C(C=C1)C1=NN(N=C1)C1=CC(=CC=C1)C(C)SC1=NN=CN1C 4-(4-chlorophenyl)-2-(3-(1-((4-methyl-4H-1,2,4-triazol-3-yl)thio)ethyl)phenyl)-2H-1,2,3-triazole